(2S)-1-[7-(4-carbamoyl-4-methyl-1-piperidinyl)-2-(2-chlorophenyl)-3-(4-chlorophenyl)pyrazolo[1,5-a]pyrimidin-5-yl]pyrrolidine-2-carboxylic acid C(N)(=O)C1(CCN(CC1)C1=CC(=NC=2N1N=C(C2C2=CC=C(C=C2)Cl)C2=C(C=CC=C2)Cl)N2[C@@H](CCC2)C(=O)O)C